C[Si]1(O[SiH](O[SiH](O[SiH](O1)C)C)C)S[Si]1(O[SiH](O[SiH](O[SiH](O1)C)C)C)C bis(2,4,6,8-tetramethylcyclotetrasiloxanyl) sulfide